methyl 3-(4-fluorophenyl)-5-methyl-4-(thiophen-2-yl)-1-(p-tolyl)-4,5-dihydro-1H-pyrazole-5-carboxylate FC1=CC=C(C=C1)C1=NN(C(C1C=1SC=CC1)(C(=O)OC)C)C1=CC=C(C=C1)C